[Br-].C(CC)[N+](CCC)(CC=C)CC=C N,N-dipropyldiallylammonium bromide